ferric chloride monophosphate P(=O)(O)(O)O.[Fe](Cl)(Cl)Cl